FC=1C(=C(C(=CC1)F)C1=NC=CC2=C1CN(C2=O)C2=NC(=NC(=C2)C)N2CCNCC2)OC 4-(3,6-difluoro-2-methoxyphenyl)-2-(6-methyl-2-(piperazin-1-yl)pyrimidin-4-yl)-2,3-dihydro-1H-pyrrolo[3,4-c]pyridin-1-one